N(C1=CC=CC=C1)C1(CCC2(C(=CC3=CC=CC=C23)CCCOC2=C3C(=NC=C2)C=CS3)CC1)C(=O)O (1r,4r)-4-anilino-2'-{3-[(thieno[3,2-b]pyridin-7-yl)oxy]propyl}spiro[cyclohexane-1,1'-indene]-4-carboxylic acid